C(C1=CC=CC=C1)OC(=O)NCCCN[C@@H](CCNC(OC(C)(C)C)=O)C(N)=O tert-butyl N-[(3S)-3-[(3-{[(benzyloxy)carbonyl]amino}propyl)amino]-3-carbamoylpropyl]carbamate